1-Methyl-2-(6-trifluoromethoxy-benzothiazol-2-ylamino)-1H-benzoimidazole-5-carboxylic acid [2-((R)-3-methylamino-pyrrolidin-1-yl)-2-oxo-ethyl]-amide hydrochloride Cl.CN[C@H]1CN(CC1)C(CNC(=O)C1=CC2=C(N(C(=N2)NC=2SC3=C(N2)C=CC(=C3)OC(F)(F)F)C)C=C1)=O